NCC1=C(C#N)C=C(C=C1)S(=O)(=O)CC 2-(aminomethyl)-5-(ethylsulfonyl)benzonitrile